CN1C(=NC=C1)C(=O)ON=CC1=C(C=CC=C1)[N+](=O)[O-] 2-Nitrobenzaldehyde-O-(1-methyl-1H-imidazole-2-carbonyl) oxime